C(C1=CC=CC=C1)C(C(=O)O)(CCCCCCCCCCCCCCCC(=O)O)CC1=CC=CC=C1 dibenzyl-octadecanedioic acid